4-(1-(2-Chloro-4-((3-fluoroazetidin-1-yl)methyl)phenyl)-1H-imidazol-4-yl)-N-(1-(methylsulfonyl)piperidin-4-yl)-5-(trifluoromethyl)pyrimidin-2-amine ClC1=C(C=CC(=C1)CN1CC(C1)F)N1C=NC(=C1)C1=NC(=NC=C1C(F)(F)F)NC1CCN(CC1)S(=O)(=O)C